FC1=CC=C(C=C1)C1CN(C1)C=1C=C(N=NC1C)C=1C(NC(NC1)=O)=O 5-[5-[3-(4-fluorophenyl)azetidin-1-yl]-6-methyl-pyridazin-3-yl]-1H-pyrimidine-2,4-dione